CC=1C=C(CNN2C3=NC(=NC(=C3N=C2)NC2=CC=NC=C2)N2CCOCC2)C=CC1 N9-(3-methylbenzyl)-2-morpholino-N6-(pyridin-4-yl)-9H-purine-6,9-diamine